CN1CCC=2C1=CN=C(C2)C2=NSC(=N2)NC2=NC=C(C=C2C)C(F)(F)F 3-(1-methyl-2,3-dihydro-1H-pyrrolo[2,3-c]pyridin-5-yl)-N-(3-methyl-5-(trifluoromethyl)pyridin-2-yl)-1,2,4-thiadiazol-5-amine